8-(2-{5-[(7R)-7-amino-2-azabicyclo[2.2.1]heptane-2-carbonyl]-7-methoxy-1-methyl-1H-1,3-benzodiazol-2-yl}-1-(cyclopropylmethyl)-1H-indol-6-yl)-2,8-diazaspiro[4.5]decan-1-one N[C@H]1C2N(CC1CC2)C(=O)C2=CC1=C(N(C(=N1)C=1N(C3=CC(=CC=C3C1)N1CCC3(CCNC3=O)CC1)CC1CC1)C)C(=C2)OC